ClC1=CC=C2C(=C(N(C2=C1C=1C(=NN2C1OCCC2)CO)C)C(=O)OCC)CCCOC2=CC(=CC1=CC=CC=C21)SCC2=CC=C(C=C2)OC Ethyl 6-chloro-7-(2-(hydroxymethyl)-6,7-dihydro-5H-pyrazolo[5,1-b][1,3]oxazin-3-yl)-3-(3-((3-((4-methoxybenzyl) thio) naphthalen-1-yl) oxy) propyl)-1-methyl-1H-indole-2-carboxylate